CN(C)C1=CC=C(C=C1)P(C(C)(C)C)C(C)(C)C (4-(N,N-dimethylamino)phenyl)di-t-butylphosphine